2'-[(2-hydroxyethyl)-amino]bicyclohexanol OCCNC1C(CCCC1)C1(CCCCC1)O